NC1=CC(=C(C(=O)NCC2(CCCCCC2)C2=C(C=C(C=C2)F)Cl)C=C1Cl)OC 4-Amino-5-chloro-N-((1-(2-chloro-4-fluorophenyl)cycloheptyl)methyl)-2-methoxybenzamid